O1CCN(CC1)CC=1C=C(C=CC1)B(O)O (3-(morpholinomethyl)phenyl)boronic acid